1,1-dioxo-1lambda6-thiane-4-carboxylic acid O=S1(CCC(CC1)C(=O)O)=O